3-fluoro-hydroxybenzamide FC=1C(=C(C(=O)N)C=CC1)O